C(OCC)OB(O)O 2-oxa-butyl-boric acid